N-BOC-serine methyl ester COC([C@@H](NC(=O)OC(C)(C)C)CO)=O